ClC1=CC=C(C=C1)C1(CCC1)NC(=O)C=1C=2C[C@@H]3[C@H](C2N(N1)C1=C(C=C(C=C1)F)F)C3 (1aR,5aR)-2-(2,4-Difluoro-phenyl)-1a,2,5,5a-tetrahydro-1H-2,3-diaza-cyclopropa[a]pentalene-4-carboxylic acid [1-(4-chloro-phenyl)-cyclobutyl]-amide